ClC1=CC=C(C=C1)N1C(C(=C(C=C1)OCC)C(=O)NC1=CC(=C(C=C1)OC1=C2C(=NC=C1)C=C(S2)C2=NC=C(C=C2)CN2CCOCC2)F)=O 1-(4-chlorophenyl)-4-ethoxy-N-[3-fluoro-4-{[2-[5-(morpholinomethyl)pyridin-2-yl]thieno[3,2-b]pyridin-7-yl]oxy}phenyl]-2-oxo-1,2-dihydropyridine-3-carboxamide